tert-butyl (3-(4-(((2S,4R)-1-acetyl-6-bromo-2-methyl-1,2,3,4-tetrahydroquinolin-4-yl)amino)phenyl)prop-2-yn-1-yl)carbamate C(C)(=O)N1[C@H](C[C@H](C2=CC(=CC=C12)Br)NC1=CC=C(C=C1)C#CCNC(OC(C)(C)C)=O)C